O=CCNC(=O)C1=CC2=C(N(C(=N2)NC=2SC3=C(N2)C=CC(=C3)Cl)C)C=C1 2-(6-chloro-benzothiazol-2-ylamino)-1-methyl-1H-benzoimidazole-5-carboxylic acid (2-oxo-ethyl)-amide